O=C1NC(=NC2=CC=CC=C12)C=1C=NN(C1)C1CCN(CC1)C(=O)OC(C)(C)C tert-butyl 4-(4-(4-oxo-3,4-dihydroquinazolin-2-yl)-1H-pyrazol-1-yl)piperidine-1-carboxylate